ethyl 2-[3-(3-chloro-1-methyl-2-oxo-propyl)-2-fluoro-phenyl]acetate ClCC(C(C)C=1C(=C(C=CC1)CC(=O)OCC)F)=O